[Sn](O)(O)(O)O.[In].[Ga] gallium indium tin hydroxide